6-((furan-2-ylmethyl)amino)-9H-purin O1C(=CC=C1)CNC1=C2N=CNC2=NC=N1